CC1=NC(=CC(=C1)C1=C(C(=C(C(=C1N1C2=C(C=3C=CC=CC13)C=NC=C2)C2=NC1=C(N2C2=CC=CC=C2)C=CC=C1)N1C2=C(C=3C=CC=CC13)C=NC=C2)N2C1=C(C=3C=CC=CC23)C=NC=C1)N1C2=C(C=3C=CC=CC13)C=NC=C2)C 5,5',5'',5'''-(4-(2,6-dimethylpyridin-4-yl)-6-(1-phenyl-1H-benzo[d]imidazol-2-yl)benzene-1,2,3,5-tetrayl)tetrakis(5H-pyrido[4,3-b]indole)